COC=1C=C2C=CC=NC2=C(C1)C 6-methoxy-8-methylquinoline